N2-[1-(4,4-dimethyl-2,6-dioxocyclohexylidene)ethyl]-N6-[(9H-fluoren-9-ylmethoxy)carbonyl]-L-lysine CC1(CC(C(C(C1)=O)=C(C)N[C@@H](CCCCNC(=O)OCC1C2=CC=CC=C2C=2C=CC=CC12)C(=O)O)=O)C